N=1C=NN2C1C=C(C=C2)C(C)N2C[C@@H](N(C[C@H]2CC)C=2C=1C(N(C(C2)=O)C)=CN(N1)CC#N)CC 2-(7-((2S,5R)-4-(1-([1,2,4]triazolo[1,5-a]pyridin-7-yl)ethyl)-2,5-diethylpiperazin-1-yl)-4-methyl-5-oxo-4,5-dihydro-2H-pyrazolo[4,3-b]pyridin-2-yl)acetonitrile